C(C)C1CCC(CC1)C1=CC(=C(C=C1)Br)F 4-(4-ethylcyclohexyl)-2-fluoro-bromobenzene